C(OCC1=CC=C(C=C1)NC([C@H](CCCNC(=O)N)NC([C@H](C(C)C)NC(C(CCN1N=NC(=C1)C=1C=NC(=NC1)S(=O)(=O)C)(C)C)=O)=O)=O)(OC1=CC=C(C=C1)[N+](=O)[O-])=O 4-((S)-2-((S)-2-(2,2-Dimethyl-4-(4-(2-(methylsulfonyl)pyrimidin-5-yl)-1H-1,2,3-triazol-1-yl)butanamido)-3-methylbutanamido)-5-ureidopentanamido)benzyl (4-nitrophenyl) carbonate